COCC1N(CC1)C=1C(=C(C=CC1)O)[N+](=O)[O-] (2-(methoxymethyl)azetidin-1-yl)-2-nitrophenol